ethyl 5-(1-methyl-2-oxo-1,2-dihydropyridin-4-yl)isoxazole-3-carboxylate CN1C(C=C(C=C1)C1=CC(=NO1)C(=O)OCC)=O